CC(C(=O)O)(CN1C(CCCC1)=O)C 2,2-Dimethyl-3-(2-oxo-1-piperidyl)propanoic acid